(2S)-N1-(5-(7-chloro-2-methyl-1-oxoisoindol-5-yl)-4-methylthiazol-2-yl)pyrrolidine-1,2-dicarboxamide ClC=1C=C(C=C2CN(C(C12)=O)C)C1=C(N=C(S1)NC(=O)N1[C@@H](CCC1)C(=O)N)C